4-bromo-7-fluoroindoline BrC1=C2CCNC2=C(C=C1)F